C(C1=CC=CC=C1)OC1(CC(C1)N1C=C(C2=C1N=NC(=C2)Cl)O)C 7-[(1s,3s)-3-(benzyloxy)-3-methylcyclobutyl]-3-chloro-7H-pyrrolo[2,3-c]pyridazin-5-ol